Cl.FC1=C(C=CC=C1)C=1N(C=C(C1)CNC)S(=O)(=O)C=1C=C(OCCCN)C=CC1 3-(3-((2-(2-fluorophenyl)-4-((methylamino)methyl)-1H-pyrrol-1-yl)sulfonyl)phenoxy)propan-1-Amine hydrochloride